5-chloro-2-(difluoro-methyl)-N-((1r,4r)-4-((3-(6-(ethylamino)pyridin-3-yl)-2-oxo-2,3-dihydro-1H-benzo[d]imidazol-1-yl)methyl)cyclohexyl)nicotinamide ClC=1C=NC(=C(C(=O)NC2CCC(CC2)CN2C(N(C3=C2C=CC=C3)C=3C=NC(=CC3)NCC)=O)C1)C(F)F